C(CCC)S(=O)(=O)O 1-Butanesulfonic acid